C(C)N(C(C(N)=O)=O)CC1=C(C=C(C=C1)C(C(F)(F)F)(F)F)C N'-Ethyl-N'-[2-methyl-4-(1,1,2,2,2-pentafluoroethyl)phenyl-methyl]oxamide